1-Hydroxy-3-(((E)-3-(4-hydroxy-3-methoxyphenyl)acryloyl)oxy)propan-2-yl (2E,4E,6E,8E)-3,7-dimethyl-9-(2,6,6-trimethylcyclohex-1-en-1-yl)nona-2,4,6,8-tetraenoate C\C(=C/C(=O)OC(CO)COC(\C=C\C1=CC(=C(C=C1)O)OC)=O)\C=C\C=C(\C=C\C1=C(CCCC1(C)C)C)/C